NC1=CC(=NC=C1C(=O)OCC)C1=CC(=CC2=CC=CC=C12)OCOC ethyl 4-amino-6-(3-(methoxymethoxy)naphthalen-1-yl)nicotinate